FC1CN(C1)C(CN1N=CC2=NC=C(C=C21)C2=CC(=C(C(=C2)F)F)F)=O 1-(3-Fluoroazetidin-1-yl)-2-[6-(3,4,5-trifluorophenyl)pyrazolo[4,3-b]pyridin-1-yl]ethanone